ClC1=CC=C2C=C(NC2=C1)C(=O)N[C@H](C(=O)N[C@@H](C[C@H]1C(NCC1)=O)C#N)CC1CC1 6-chloro-N-[(1S)-2-[[(1S)-1-cyano-2-[(3S)-2-oxopyrrolidin-3-yl]ethyl]amino]-1-(cyclopropylmethyl)-2-oxo-ethyl]-1H-indole-2-carboxamide